5-Bromo-N1-(pyridin-3-yl)benzene-1,2-diamine BrC1=CC=C(C(=C1)NC=1C=NC=CC1)N